7-amino-2-[2-(pyridin-4-yl)prop-2-en-1-yl]-4-[3-(thiophen-2-yl)-1H-indazol-5-yl]-2,3-dihydro-1H-isoindol-1-one NC=1C=CC(=C2CN(C(C12)=O)CC(=C)C1=CC=NC=C1)C=1C=C2C(=NNC2=CC1)C=1SC=CC1